N,N-diethyl-2-butenamide C(C)N(C(C=CC)=O)CC